CN(C\C=C/1\C(N(CC1)C=1C=CC=2N=CN=C(C2N1)NC1=CC(=C(C=C1)OC=1C=C2N=CC=NC2=CC1)C)=O)C (E)-3-(2-(dimethylamino)ethylidene)-1-(4-((3-methyl-4-(quinoxalin-6-yloxy)phenyl)amino)pyrido[3,2-d]pyrimidin-6-yl)pyrrolidin-2-one